[5-(5-Carboxymethoxy-pentane-1-sulfinyl)-pentyloxy]-acetic acid C(=O)(O)COCCCCCS(=O)CCCCCOCC(=O)O